OC1C[C@H]2[C@@H]3CC[C@H]([C@@H](CCCC(C)C)C)[C@]3(CC[C@@H]2[C@]2(CCCC=C12)C)C 6-Hydroxycholest-4-en